COC1=CC(=C(CC(N)C)C=C1OC)SC 4,5-dimethoxy-2-methylthioamphetamine